C(#N)C1=CC=C(CNC(=O)C2=NN(C=3C(N(CCC32)CC3(CC3)S(=O)(=O)C(CO)(C)C)=O)C)C=C1 N-(4-Cyanobenzyl)-6-((1-((1-hydroxy-2-methylpropan-2-yl)sulfonyl)cyclopropyl)methyl)-1-methyl-7-oxo-4,5,6,7-tetrahydro-1H-pyrazolo[3,4-c]pyridine-3-carboxamide